CN1CCN(CC1)C1=CC=C(C=C1)NC=1N=C(C2=C(N1)NC=C2)N2N=CCC2C2=CC=CC=C2 N-(4-(4-methylpiperazin-1-yl)phenyl)-4-(5-phenyl-4,5-dihydro-1H-pyrazol-1-yl)-7H-pyrrolo[2,3-d]pyrimidin-2-amine